2-(benzothiazole-2-yl)-5-(hex-1-yne-1-yl)phenol S1C(=NC2=C1C=CC=C2)C2=C(C=C(C=C2)C#CCCCC)O